8-cyclobutyl-N-[(4,5-difluoro-1H-benzimidazol-2-yl)methyl]-2-(morpholin-4-yl)pyrazolo[1,5-a][1,3,5]triazin-4-amine C1(CCC1)C=1C=NN2C1N=C(N=C2NCC2=NC1=C(N2)C=CC(=C1F)F)N1CCOCC1